N1=C(C=CC=C1C(=O)OC)C(=O)OC dimethyl pyridine-2,6-dicarboxylate